3-hydroxy-propyl-2-hydroxy-glucosyl-propionic acid OCCCC(C(=O)O)(C)C1C(O)([C@@H](O)[C@H](O)[C@H](O1)CO)O